F.F.CN(CCN(C)C)C tetramethylethylenediamine dihydrofluoride